NC=1C(=C(C=CC1)S(=O)(=O)NC(C)(C)C)F 3-amino-N-(tert-butyl)-2-fluorobenzenesulfonamide